FC1(CN(C1)C(=O)C1(CCOCC1)C=1C=CC2=C(N(C(=N2)[C@@H](NC(OCC2=CC=CC=C2)=O)C2CCC(CC2)(F)F)COCC[Si](C)(C)C)C1F)F benzyl N-[(S)-{6-[4-(3,3-difluoroazetidine-1-carbonyl)tetrahydro-pyran-4-yl]-7-fluoro-1-(2-trimethylsilylethoxymethyl)benzimidazol-2-yl} (4,4-difluoro-cyclohexyl)methyl]carbamate